CNC(=O)C=1N=NN(C1)CCCCC1=CC=C(N=N1)NC(CC=1C=C(C=CC1)C=1CCN(CC1)C(=O)OC(C)(C)C)=O tert-butyl 4-(3-(2-((6-(4-(4-(methylcarbamoyl)-1H-1,2,3-triazol-1-yl)butyl)pyridazin-3-yl)amino)-2-oxoethyl)phenyl)-3,6-dihydropyridine-1(2H)-carboxylate